ethan-1-ol benzenesulfonate C1(=CC=CC=C1)S(=O)(=O)OCC